OC[C@H](C)N1C=NC2=C(C1=O)C=C(N=C2C=2C=NC=CC2)C2=CN=C(S2)C (S)-3-(1-hydroxy-propan-2-yl)-6-(2-methylthiazol-5-yl)-8-(pyridin-3-yl)pyrido[3,4-d]pyrimidin-4(3H)-one